1-(6,7-dimethoxyquinolin-4-yl)piperidin COC=1C=C2C(=CC=NC2=CC1OC)N1CCCCC1